1-[4-(dibenzylsulfamoyl)phenyl]-3-(pyridin-3-ylmethyl)urea C(C1=CC=CC=C1)N(S(=O)(=O)C1=CC=C(C=C1)NC(=O)NCC=1C=NC=CC1)CC1=CC=CC=C1